CC1=C(C=CC=C1)C1=C(C=CC=C1)C(C(=O)N)=NOC 2-(2'-methylphenyl)-alpha-methoxyiminophenylacetamide